8-methoxy-9-(2-methyl-2H-tetrazol-5-yl)-1-(thiophen-2-yl)-5,6-dihydropyrrolo[2,1-a]isoquinoline-3-carboxylic acid COC=1C=C2CCN3C(C2=CC1C=1N=NN(N1)C)=C(C=C3C(=O)O)C=3SC=CC3